2-(2-methoxypyridin-4-yl)-N-(2-morpholinyl-5-(piperidin-1-yl)thiazolo[4,5-b]pyridin-6-yl)oxazole-4-carboxamide tert-butyl-3,9-diazabicyclo[3.3.1]nonane-9-carboxylate C(C)(C)(C)OC(=O)N1C2CNCC1CCC2.COC2=NC=CC(=C2)C=2OC=C(N2)C(=O)NC=2C=C1C(=NC2N2CCCCC2)N=C(S1)N1CCOCC1